CP(=O)(C)C1=CC(=C(C=C1)NC(=O)C=1C=NN2C1N=CC=C2)N2CCOCC2 N-(4-(dimethylphosphoryl)-2-morpholinophenyl)pyrazolo[1,5-a]pyrimidine-3-carboxamide